C(C)(C)(C)OC(=O)N1C[C@@H]2COC3=C(C(N2CC1)=O)C=C(C(=C3F)Br)O (12aR)-9-bromo-10-fluoro-8-hydroxy-6-oxo-3,4,12,12a-tetrahydro-6H-pyrazino[2,1-c][1,4]benzooxazepine-2(1H)-carboxylic acid tert-butyl ester